ClC=1C=CC2=C(N(C3=C(N(C2=O)CC2=CC=C(C=C2)OC)C=CC=C3)CCCCN(C(=O)OC(C)(C)C)C(=O)OC(C)(C)C)C1 di-tert-Butyl {4-[3-chloro-10-(4-methoxybenzyl)-11-oxo-10,11-dihydro-5H-dibenzo[b,e][1,4]diazepin-5-yl]butyl}imidodicarbonate